2-((S)-1-(2-fluoroacryloyl)-4-(2-((tetrahydro-1H-pyrrolizin-7a(5H)-yl)methoxy)-7-((1aS,6aS)-1,1a,6,6a-tetrahydrocyclopropa[a]inden-2-yl)quinazolin-4-yl)piperazin-2-yl)acetonitrile FC(C(=O)N1[C@H](CN(CC1)C1=NC(=NC2=CC(=CC=C12)C1=CC=CC=2C[C@H]3[C@@H](C12)C3)OCC31CCCN1CCC3)CC#N)=C